N-(trans-3-(2-(4-(2,3-dichlorophenyl)piperazin-1-yl)ethyl)cyclobutyl)oxazole-2-carboxamide mesylate S(C)(=O)(=O)O.ClC1=C(C=CC=C1Cl)N1CCN(CC1)CC[C@@H]1C[C@H](C1)NC(=O)C=1OC=CN1